4-(3-Azabicyclo[5.1.0]octan-3-yl)-2,7-dichloro-8-fluoropyrido[4,3-d]pyrimidine C12CN(CCCC2C1)C=1C2=C(N=C(N1)Cl)C(=C(N=C2)Cl)F